2,3-dimethylpyrazole CN1N=CC=C1C